2'-methylamino-1,1'-biphenyl CNC1=C(C=CC=C1)C1=CC=CC=C1